CN(C=[NH2+])C N,N-dimethyl-formamidinium